C(C)OC1=CC=C(C=C1)C=1SC=C(N1)C(=O)O[C@@H]1[C@@H](CCC1)C (1S,2R)-2-Methylcyclopentyl 2-(4-ethoxyphenyl)thiazole-4-carboxylate